C(C)(C)[Si](OCCOC)(OCCOC)OCCOC isopropyl-tris-(2-methoxyethoxy)silane